N-(2-cyanoethyl)-5-methylpyrazol C(#N)CCN1N=CC=C1C